C(C1=CC=CC=C1)OC(=O)N1CC(C(C(C1)CN1C(C2=CC=CC=C2C1=O)=O)C)(F)F 5-[(1,3-dioxoisoindolin-2-yl)methyl]-3,3-difluoro-4-methyl-piperidine-1-carboxylic acid benzyl ester